5-(3-furyl)-4-hydroxy-2,6-dimethyl-pyridine-3-carboxamide O1C=C(C=C1)C=1C(=C(C(=NC1C)C)C(=O)N)O